5-ethynyl-6-fluoro-4-(8-fluoro-2-(((2R,7aS)-2-fluorotetrahydro-1H-pyrrolizin-7a(5H)-yl)methoxy)-4-(5-methyl-1,4-oxazepan-4-yl)pyrido[4,3-d]pyrimidin-7-yl)naphthalen-2-ol C(#C)C1=C2C(=CC(=CC2=CC=C1F)O)C1=C(C=2N=C(N=C(C2C=N1)N1CCOCCC1C)OC[C@]12CCCN2C[C@@H](C1)F)F